6-(Difluoromethyl)-5-(5,5-dimethyl-1,3,2-dioxaborinan-2-yl)-2-methyl-2H-pyrazolo[3,4-b]pyridine FC(C=1C(=CC=2C(N1)=NN(C2)C)B2OCC(CO2)(C)C)F